2-chloro-3-fluoro-6-methoxy-5-nitro-pyridine ClC1=NC(=C(C=C1F)[N+](=O)[O-])OC